C1(CC1)C(=O)NC=1C=C2C(=CN=C(C2=CN1)NC)C#CC1=NC=CC(=C1)OCCCOCCC(=O)OC(C)(C)C tert-butyl 3-(3-((2-((6-(cyclopropanecarboxamido)-1-(methylamino)-2,7-naphthyridin-4-yl)ethynyl)pyridin-4-yl)oxy)propoxy)propanoate